C(C1=CC=CC=C1)OC(CC=1C=C(N2C1C1=CC(=C(C=C1CC2)OC)B2OC(C(O2)(C)C)(C)C)C(=O)OCC)(C)C ethyl 1-(2-(benzyloxy)-2-methylpropyl)-8-methoxy-9-(4,4,5,5-tetramethyl-1,3,2-dioxaborolan-2-yl)-5,6-dihydropyrrolo[2,1-a]isoquinoline-3-carboxylate